C12=CC=CC=C(C=CC=C1)C2 bicyclo[4.4.1]undec-1,3,5,7,9-pentaene